C(C)(=O)ON1C(CCCC1)OCC1(CCNCC1)N 1-((((4-amino) piperidin-4-yl) methoxy) piperidin-1-yl) acetate